C(C1(C(C(=CC=C1)C(C)(C)C)O)C(C)(C)C)C1(C(C(=CC=C1)C(C)(C)C)O)C(C)(C)C 2,2'-methylenebis(2,6-di-tert-butylphenol)